3-[4-(2,4-dioxohexahydropyrimidin-1-yl)-8-isoquinolinyl]Cyclobutanecarboxaldehyde O=C1N(CCC(N1)=O)C1=CN=CC2=C(C=CC=C12)C1CC(C1)C=O